Propionnitril C(CC)#N